(3S)-1-(5-{7-cyclopropyl-5-[(1R)-1-methyl-1,2,3,4-tetrahydroisoquinoline-2-carbonyl]-pyrazolo[1,5-a]pyrimidin-2-yl}-6-fluoropyrazin-2-yl)pyrrolidine-3-carboxamide C1(CC1)C1=CC(=NC=2N1N=C(C2)C=2N=CC(=NC2F)N2C[C@H](CC2)C(=O)N)C(=O)N2[C@@H](C1=CC=CC=C1CC2)C